4-{2-[5-Methyl-1-(naphthalen-2-yl)-1H-pyrazol-3-yloxy]ethyl}morpholine tert-butyl-(1R,2R,5S)-2-methyl-3-oxo-8-azabicyclo[3.2.1]octane-8-carboxylate C(C)(C)(C)OC(=O)N1[C@H]2[C@H](C(C[C@@H]1CC2)=O)C.CC2=CC(=NN2C2=CC1=CC=CC=C1C=C2)OCCN2CCOCC2